FC(C(=O)NC1=CC=C(C=C1)C)(F)F trifluoro-N-(p-tolyl)acetamide